ClC=1SC(=CC1CNCC(C(=O)O)(F)F)Cl 3-{[(2,5-dichlorothien-3-yl)methyl]amino}-2,2-difluoropropionic acid